C1(CCCCCC1)N1N=CC=2C1=NC(=NC2NC(=O)C=2SC(=CC2)[N+](=O)[O-])C=2C=NC(=CC2)F N-(1-cycloheptyl-6-(6-fluoropyridin-3-yl)-1H-pyrazolo[3,4-d]pyrimidin-4-yl)-5-nitrothiophene-2-carboxamide